C(C)(=O)N1CCC(CC1)NC(=O)C=1C(=C2C(=NC1)SC(=C2)C2=CNC(C=C2)=O)NC(C)C N-(1-acetylpiperidin-4-yl)-4-(isopropylamino)-2-(6-oxo-1,6-dihydropyridin-3-yl)thieno[2,3-b]pyridine-5-carboxamide